3-{6-methyl-3,6-diazabicyclo[3.1.1]heptane-3-yl}cyclobutane-1-carboxamide CN1C2CN(CC1C2)C2CC(C2)C(=O)N